ClCC(=O)NC1=CC(=C(C=C1)C)S(N(C)C)(=O)=O 2-chloro-N-[3-(dimethylsulfamoyl)-4-methylphenyl]acetamide